(2S,3R,4R)-1-acetyl-4-((5-chloro-6-(hydroxymethyl)pyridin-2-yl)amino)-2-cyclopropyl-3-methyl-1,2,3,4-tetrahydroquinoline-6-carboxamide C(C)(=O)N1[C@H]([C@@H]([C@H](C2=CC(=CC=C12)C(=O)N)NC1=NC(=C(C=C1)Cl)CO)C)C1CC1